1-(1-amino-1'-(6-amino-5-((2-amino-3-chloropyridin-4-yl)thio)pyrazin-2-yl)-1,3-dihydrospiro[indene-2,4'-piperidin]-6-yl)-3-methylurea NC1C2=CC(=CC=C2CC12CCN(CC2)C2=NC(=C(N=C2)SC2=C(C(=NC=C2)N)Cl)N)NC(=O)NC